N-[3-chloro-4-(trifluoromethyl)phenyl]N'-[3-(trifluoromethyl)-phenyl]urea ClC=1C=C(C=CC1C(F)(F)F)NC(=O)NC1=CC(=CC=C1)C(F)(F)F